ClC=1C=CC(=C(C1)C1=CC(=C(N=N1)OCC12OCC(CO1)(CO2)C)N)F 6-(5-chloro-2-fluorophenyl)-3-({4-methyl-2,6,7-trioxabicyclo[2.2.2]octan-1-yl}methoxy)pyridazin-4-amine